1,6,11-Tris[2,4-bis(N-butyl-N-(2,2,6,6-tetramethyl-4-piperidyl)amino)-s-triazine-6-ylamino]undecane methyl-2-chloro-3-(2,5-dimethyl-1H-pyrrol-1-yl)-6-fluorobenzoate COC(C1=C(C(=CC=C1F)N1C(=CC=C1C)C)Cl)=O.C(CCC)N(C1CC(NC(C1)(C)C)(C)C)C1=NC(=NC(=N1)N(CCCC)C1CC(NC(C1)(C)C)(C)C)NCCCCCC(CCCCCNC1=NC(=NC(=N1)N(CCCC)C1CC(NC(C1)(C)C)(C)C)N(CCCC)C1CC(NC(C1)(C)C)(C)C)NC1=NC(=NC(=N1)N(CCCC)C1CC(NC(C1)(C)C)(C)C)N(CCCC)C1CC(NC(C1)(C)C)(C)C